4-(4-methoxyphenyl)-N-(2-(3-(2-(5-methyl-[1,1'-biphenyl]-2-yl)-1H-pyrrolo[2,3-b]pyridin-3-yl)propanamido)ethyl)-4-oxobut-2-enamide COC1=CC=C(C=C1)C(C=CC(=O)NCCNC(CCC1=C(NC2=NC=CC=C21)C2=C(C=C(C=C2)C)C2=CC=CC=C2)=O)=O